copper nickel-copper nickel oxide [Ni]=O.[Cu].[Ni].[Cu]